C(C)(C)(C)OC(=O)N1CCN(CC1)C1=C2C=NC=NC2=C(C=C1)C(=O)O 5-[4-(tert-butoxycarbonyl)piperazin-1-yl]quinazoline-8-carboxylic acid